[Ba].[Na] sodium-barium